C(CCC)SC1=C(C(OC2=CC(=C(C=C12)[N+](=O)[O-])N(CC)CC)=O)C=O 4-(butylthio)-7-(diethylamino)-6-nitro-2-oxo-2H-chromene-3-carbaldehyde